FC1=CC=C(C=C1)C(=O)NC(C)C=1N=C2CCCN(C2=CC1)C(=O)OCCOC 2-methoxyethyl 6-{1-[(4-fluorobenzene-1-carbonyl)amino]ethyl}-3,4-dihydro-1,5-naphthyridine-1(2H)-carboxylate